tert-butyl 4-(3-aminopropoxy)-6-azaspiro[2.5]octane-6-carboxylate NCCCOC1C2(CC2)CCN(C1)C(=O)OC(C)(C)C